methyl 3,5-dichloro-2-picolinate ClC=1C(=NC=C(C1)Cl)C(=O)OC